COC=1C=C(C=C(C1OC)OC)CCN 2-(3,4,5-trimethoxyphenyl)ethan-1-amine